CC1=C(N)C(=CC=C1OC)C 2,6-dimethyl-3-methoxyaniline